[Na].O1C(=NCC1)C1=C(C=C(C(=C1)C=1OCCN1)C=1OCCN1)C=1OCCN1 1,2,4,5-tetrakis(oxazolinyl)benzene sodium